C12CN(CC(N1)C2)C=2C=C1CN(C(C1=C(C2)F)=O)C2C(NC(CC2)=O)=O 3-(5-(3,6-diazabicyclo[3.1.1]heptan-3-yl)-7-fluoro-1-oxoisoindolin-2-yl)piperidine-2,6-dione